(2R,4S)-1-((2'-chloro-5-methoxy-[1,1'-biphenyl]-2-yl)sulfonyl)-N-((R,E)-5-(3,3-difluoroazetidin-1-yl)-5-oxopent-3-en-2-yl)-4-fluoro-2-methylpiperidine-4-carboxamide ClC1=C(C=CC=C1)C1=C(C=CC(=C1)OC)S(=O)(=O)N1[C@@H](C[C@@](CC1)(C(=O)N[C@H](C)\C=C\C(=O)N1CC(C1)(F)F)F)C